α-D-Glucopyranosyl-(1->4)-α-D-glucopyranosyl-(1->4)-α-D-glucopyranosyl-(1->4)-D-glucitol [C@H]1([C@H](O)[C@@H](O)[C@H](O)[C@H](O1)CO)O[C@H]1[C@@H]([C@H]([C@H](O[C@@H]1CO)O[C@H]1[C@@H]([C@H]([C@H](O[C@@H]1CO)O[C@@H]([C@@H]([C@H](CO)O)O)[C@H](O)CO)O)O)O)O